(Z)-3-fluoro-4-(2-methylpyridin-3-ylsulfonyl)but-2-en-1-amine dihydrochloride Cl.Cl.F\C(=C/CN)\CS(=O)(=O)C=1C(=NC=CC1)C